CN1C[C@@H](C[C@H](C1)C)OC=1C=C2CN(C(C2=CC1)=O)C1C(NC(CC1)=O)=O 3-(5-(((3R,5R)-1,5-dimethylpiperidin-3-yl)oxy)-1-oxoisoindolin-2-yl)piperidine-2,6-dione